dimethylaminotrimethoxysilane CN(C)[Si](OC)(OC)OC